C(=O)(O)CN1CCN(CCN(CCN(CCC1)CC(=O)O)CC(=O)O)CC1=[N+](C=CC2=CC=CC=C12)[O-] 1-((1,7,10-tris(carboxymethyl)-1,4,7,10-tetraazacyclotridecan-4-yl)methyl)isoquinoline 2-oxide